C(CC)C(C(=O)OOC(CCCCCC(C)C)=O)CCCCC isononanoyl 2-propylheptanoyl peroxide